methyl 4-methoxybenzoate COC1=CC=C(C(=O)OC)C=C1